5-{2,2-dimethyl-2H,3H,4H-pyrano[3,2-b]pyridin-7-yl}phenol CC1(CCC2=NC=C(C=C2O1)C=1C=CC=C(C1)O)C